C(C1=CC=CC=C1)OC=1C=CC(=C(C1)C(C)OCC(=O)O)Br 2-(1-(5-(benzyloxy)-2-bromophenyl)ethoxy)acetic acid